tri(dimethylsiloxy)vinylsilane C[SiH](OC(=C(O[SiH](C)C)O[SiH](C)C)[SiH3])C